(S)-5-fluoro-N-(3-fluoro-4-((tetrahydrofuran-3-yl)oxy)phenyl)-6-(1H-tetrazol-5-yl)benzofuran-3-carboxamide FC=1C(=CC2=C(C(=CO2)C(=O)NC2=CC(=C(C=C2)O[C@@H]2COCC2)F)C1)C1=NN=NN1